(E)-N1-(5-(3-((3,5-dichlorophenyl)amino)-3-oxoprop-1-en-1-yl)-2,3-dihydro-1H-inden-1-yl)-N8-hydroxyoctanediamide ClC=1C=C(C=C(C1)Cl)NC(/C=C/C=1C=C2CCC(C2=CC1)NC(CCCCCCC(=O)NO)=O)=O